COC=1C(=CC2=C(N=C(N=C2N[C@H](C)C2=CC(=CC(=C2)C(F)(F)F)[N+](=O)[O-])C)N1)C(C)=O (R)-1-(7-methoxy-2-methyl-4-((1-(3-Nitro-5-(trifluoromethyl)phenyl)ethyl)amino)pyrido[2,3-d]pyrimidin-6-yl)ethan-1-one